2-chloro-8-{(5,6-dichloropyridin-3-yl)oxy}-7,8-dihydroquinolin-5(6H)-one ClC1=NC=2C(CCC(C2C=C1)=O)OC=1C=NC(=C(C1)Cl)Cl